3-bromo-5-ethyl-1H-1,2,4-triazole BrC1=NNC(=N1)CC